FC(C(=O)O)(C(F)(F)F)C(F)(F)F perfluoroisobutyric acid